CC(CNC1=CC(=NC2=CN=CC=C12)C1=CC=NC=C1)(CN)C 2,2-dimethyl-N1-(2-(pyridin-4-yl)-1,7-naphthyridin-4-yl)propane-1,3-diamine